[Cl-].C(C)(C)C1=C(C(=CC=C1)C(C)C)N1C=[N+](CC1)C1=C(C=CC=C1C(C)C)C(C)C 1,3-bis(2,6-diisopropylphenyl)-4,5-dihydro-1H-imidazolium chloride